FC=1C=C(OC2=NC(=NN2CC(F)(F)F)NC2[C@H]3CN(C[C@@H]2CC3)C#N)C=CC1 (1R,5S,8s)-8-((5-(3-fluorophenoxy)-1-(2,2,2-trifluoroethyl)-1H-1,2,4-triazol-3-yl)amino)-3-azabicyclo[3.2.1]Octane-3-carbonitrile